ClC=1C=C(C=C(C1)Cl)NC(N(C)[C@@H](C)C1=CNC(C2=C(C(=CC=C12)F)F)=O)=O (S)-3-(3,5-dichlorophenyl)-1-(1-(7,8-difluoro-1-oxo-1,2-dihydroisoquinolin-4-yl)ethyl)-1-methylurea